Phenyl-azaindole tert-butyl-4-{[2-(1H-indol-3-yl)ethyl]amino}-2-[5-(trifluoromethyl)pyridin-3-yl]-5H,6H,7H,8H-pyrido[3,4-d]pyrimidine-7-carboxylate C(C)(C)(C)OC(=O)N1CC=2N=C(N=C(C2CC1)NCCC1=CNC2=CC=CC=C12)C=1C=NC=C(C1)C(F)(F)F.C1(=CC=CC=C1)C1=NNC2=CC=CC=C12